(2S,5R)-1-(2'-chloro-[1,1'-biphenyl]-4-carbonyl)-5-(2-chlorophenyl)pyrrolidine-2-carboxylic acid ClC1=C(C=CC=C1)C1=CC=C(C=C1)C(=O)N1[C@@H](CC[C@@H]1C1=C(C=CC=C1)Cl)C(=O)O